NCCN1C2=C(C=C(C=C2C=2CCCCC12)NC1=CC(=C(C=C1)Cl)Cl)F 9-(2-aminoethyl)-N-(3,4-dichlorophenyl)-8-fluoro-2,3,4,9-tetrahydro-1H-carbazol-6-amine